di-n-butyltin dimaleate salt C(\C=C/C(=O)[O-])(=O)[O-].C(\C=C/C(=O)[O-])(=O)[O-].C(CCC)[Sn+4]CCCC